BrC=1C=CC=2C=3C(C=NC2C1)=[N+](N(N3)CC3=CC=C(C=C3)OC)[O-] 7-bromo-2-[(4-methoxyphenyl) methyl]-2H-[1,2,3]triazolo[4,5-c]quinolin-3-ium-3-olate